(3S,4R)-4-(2-(5-cyclopropyl-4-fluoro-3,3-dimethyl-2-oxoindolin-1-yl)acetamido)-3-methylpentanoic acid C1(CC1)C=1C(=C2C(C(N(C2=CC1)CC(=O)N[C@@H]([C@H](CC(=O)O)C)C)=O)(C)C)F